CC1=NC(=NC(=C1)C)C=1C=CC=2C(N(C3=CC=CC1C23)C2C(NC(CC2)=O)=O)=O 3-[5-(4,6-dimethylpyrimidin-2-yl)-2-oxo-benzo[cd]indol-1-yl]piperidine-2,6-dione